FC(S(=O)(=O)OC=1CCN(CC1)C(=O)OC)(F)F methyl 4-(((trifluoromethyl) sulfonyl) oxy)-3,6-dihydropyridine-1(2H)-carboxylate